CSC1=NC2=CC=CC=C2C=C1 (methylthio)quinolin